N1CC(C1)C=1N=NNC1C 4-(azetidin-3-yl)-5-methyl-1H-1,2,3-triazole